C1(CCC1)OC1=CC=C(C=N1)N 6-cyclobutoxypyridin-3-amine